C1(CC1)C([C@@H](C(=O)NC1=CC(=C(C=C1)C=1C(=NNC1C)C)O)NC(=O)C=1N(N=CC1)C)C1CC1 N-[(1S)-1-(dicyclopropylmethyl)-2-[4-(3,5-dimethyl-1H-pyrazol-4-yl)-3-hydroxy-anilino]-2-oxo-ethyl]-2-methyl-pyrazole-3-carboxamide